COCCO Ethylenglycol monomethyl ether